(2S)-2-amino-4-[3-[5-chloro-2-(difluoromethoxy)phenyl]-4-[pyrazolo[1,5-a]pyrimidin-3-ylamino]-1H-pyrazol-1-yl]butanoic acid methyl ester COC([C@H](CCN1N=C(C(=C1)NC=1C=NN2C1N=CC=C2)C2=C(C=CC(=C2)Cl)OC(F)F)N)=O